CCOC(=O)C1=CN=C(C=C1)C#CC2=CC3=C(C=C2)SCCC3(C)C The molecule is the ethyl ester of tazarotenic acid. A prodrug for tazarotenic acid, it is used for the treatment of psoriasis, acne, and sun-damaged skin. It has a role as a keratolytic drug, a prodrug and a teratogenic agent. It is a retinoid, a thiochromane, a member of pyridines, an acetylenic compound and an ethyl ester. It derives from a tazarotenic acid.